(2S,3S)-1-METHOXY-3-METHYLHEX-5-ENE-2-SULFONAMIDE COC[C@H]([C@H](CC=C)C)S(=O)(=O)N